C(C)OC([C@@H](NC(C)=O)CC1=CC(=C(C(=C1)I)OC1=CC=C(C=C1)OC)I)=O 3,5-diiodo-4-(4-methoxyphenoxy)-N-acetyl-L-phenylalanine ethyl ester